3,3-Dimethyl-9-methylene-1,5,7,11-tetraoxaspiro[5.5]undecane CC1(COC2(OC1)OCC(CO2)=C)C